3-(2-aminoethyl)-6-methyl-1H-indol-4-amine NCCC1=CNC=2C=C(C=C(C12)N)C